5-(3,5-difluoro-2-pyridyl)isoxazol-3-yl-1-[rac-(1S,4S)-4-(1,5-dimethylpyrazol-4-yl)-1-methyl-3,4-dihydro-1H-isoquinolin-2-yl]methanone FC=1C(=NC=C(C1)F)C1=CC(=NO1)C(=O)N1[C@H](C2=CC=CC=C2[C@H](C1)C=1C=NN(C1C)C)C |r|